(R)-7-(benzyloxy)-2-(2-((tert-butoxycarbonyl)amino)-3,3-dimethylbutyl)-2H-indazole-3-carboxylic acid methyl ester COC(=O)C=1N(N=C2C(=CC=CC12)OCC1=CC=CC=C1)C[C@@H](C(C)(C)C)NC(=O)OC(C)(C)C